(E)-3-(4-(2-(2-(1H-indol-3-yl)ethyl)-16-((2-(2,6-dioxopiperidin-3-yl)-1,3-dioxoisoindolin-4-yl)amino)-5,8,11,14-tetraoxa-2-azahexadecyl)phenyl)-N-hydroxyacrylamide N1C=C(C2=CC=CC=C12)CCN(CC1=CC=C(C=C1)/C=C/C(=O)NO)CCOCCOCCOCCOCCNC1=C2C(N(C(C2=CC=C1)=O)C1C(NC(CC1)=O)=O)=O